1-(4-((7-methoxy-4-(naphthalen-1-ylamino)quinazolin-6-yl)oxy)piperidin-1-yl)prop-2-en-1-one COC1=C(C=C2C(=NC=NC2=C1)NC1=CC=CC2=CC=CC=C12)OC1CCN(CC1)C(C=C)=O